C1=CC=CC=2C3=CC=CC=C3C(C12)COC(=O)N(C(C(=O)OC(C)(C)C)CCC1=CC(=NC=C1)N(C)C)C tert-Butyl 2-((((9H-fluoren-9-yl)methoxy) carbonyl)(methyl)amino)-4-(2-(dimethylamino)pyridin-4-yl)butanoate